ClC=1C=CC=C2C=CN(C12)S(=O)(=O)C1=CC=CC=C1 7-chloro-1-(phenylsulfonyl)-1H-indole